COC[C@@H]1N(CCC1)C(CCCC=1N=C(N(C1)C1=CC=CC=C1)NC(C1=CC(=CC=C1)C=1C=NNC1)=O)=O (R)-N-(4-(4-(2-(methoxymethyl)pyrrolidin-1-yl)-4-oxobutyl)-1-phenyl-1H-imidazol-2-yl)-3-(1H-pyrazol-4-yl)benzamide